CC=1C=CN2C=CC(=CC12)C(=O)N methylindolizine-7-carboxamide